tri(naphthyl)phosphine C1(=CC=CC2=CC=CC=C12)P(C1=CC=CC2=CC=CC=C12)C1=CC=CC2=CC=CC=C12